allyl-isoamyl-malonic acid dipropyl ester C(CC)OC(C(C(=O)OCCC)(CCC(C)C)CC=C)=O